[[4-chloro-2-(trifluoromethyl)anilino]methylene]-2,2-dimethyl-1,3-dioxane-4,6-dione ClC1=CC(=C(NC=C2C(OC(OC2=O)(C)C)=O)C=C1)C(F)(F)F